1,2,4-triethyl-propyl-cyclopentadiene C(C)C(C(C)CC)C1=CC=C(C1)CC